3-(2-(2,4-dimethyl-cyclohex-3-en-1-yl)-1,3-dioxolan-4-yl)-1-phenylpropan-1-one CC1C(CCC(=C1)C)C1OCC(O1)CCC(=O)C1=CC=CC=C1